4-(6-(2-(3-methylbenzylidene)hydrazinyl)-9-(2-methylpyridin-3-yl)-9H-purin-2-yl)morpholine CC=1C=C(C=NNC2=C3N=CN(C3=NC(=N2)N2CCOCC2)C=2C(=NC=CC2)C)C=CC1